ClC1=CC=2N(C=C1)C=NC2CC(=O)NC2=CC(=NC=N2)NCC=2N=C1N(C=C(C=C1CC(C(=O)OC(C)(C)C)(C)C)C1CC1)C2 tert-butyl 3-(2-(((6-(2-(7-chloroimidazo[1,5-a]pyridin-1-yl)acetamido)pyrimidin-4-yl)amino)methyl)-6-cyclopropylimidazo[1,2-a]pyridin-8-yl)-2,2-dimethylpropanoate